(1R,3S)-3-(3-{[(2-methoxy-1,3-thiazol-5-yl)acetyl]amino}-1H-pyrazol-5-yl)cyclopentyl(4-methyltetrahydro-2H-pyran-4-yl)carbamate COC=1SC(=CN1)CC(=O)NC1=NNC(=C1)[C@@H]1C[C@@H](CC1)N(C([O-])=O)C1(CCOCC1)C